(R)-N-((S)-1-(2,3-dihydro-1H-inden-5-yl)ethyl)-2-methylpropane-2-sulfinamide C1CCC2=CC(=CC=C12)[C@H](C)N[S@](=O)C(C)(C)C